boranophosphonic acid P1(OB1)(O)=O